C(C=C)(=O)N1CCCCCCC1 acryloyl-azacyclooctane